(S)-4-(3-bromophenyl)-6,8-dichloro-2-methyl-1,2,3,4-tetrahydroisoquinolinesulfinic acid magnesium chloride salt [Cl-].[Mg+2].BrC=1C=C(C=CC1)C1CN([C@H](C2=C(C=C(C=C12)Cl)Cl)S(=O)O)C.[Cl-]